Cl.Cl.Cl.Cl.C(C)=C1C2=CC(=C(CC2=CC2=CC(=C(C=C12)N)N)N)N 10-ethylideneanthracene-2,3,6,7-tetramine tetrahydrochloride